R-alanine N[C@H](C)C(=O)O